1-(2-((4aS,4bR,6aR,8R,10aS,10bR,12aS)-8-hydroxy-8,12a-dimethyl-3,4,4a,4b,5,6,6a,7,8,9,10,10a,10b,11,12,12a-hexadecahydrochrysen-2-yl)-2-oxoethyl)-1H-pyrazole-4-carbonitrile O[C@]1(C[C@H]2CC[C@H]3[C@@H]4CCC(=C[C@]4(CC[C@@H]3[C@H]2CC1)C)C(CN1N=CC(=C1)C#N)=O)C